N(α)-methyl-3-hydroxy-L-aspartic acid CN[C@@H](C(C(=O)O)O)C(=O)O